BrC1=C(C=C(C=C1)C1CCN(CC1)C(=O)OC(C)(C)C)C tert-butyl 4-(4-bromo-3-methylphenyl)piperidine-1-carboxylate